(2-Cyclopropyloxyethyl)-5-ethyl-3-iodo-1,5-dihydro-4H-pyrrolo[3,2-c]pyridin-4-one C1(CC1)OCCN1C=C(C=2C(N(C=CC21)CC)=O)I